4-fluoro-2-nitrobenzoic acid ethyl ester C(C)OC(C1=C(C=C(C=C1)F)[N+](=O)[O-])=O